5-[(2S,5R)-5-methyl-2-piperidyl]-1H-thieno[3,2-c]pyrazole C[C@@H]1CC[C@H](NC1)C1=CC=2NN=CC2S1